4-(((1-ethyl-1H-pyrazolo[3,4-b]pyridine-4-yl)amino)methyl)-N-(4-methoxybenzyl)benzenesulfonimidamide C(C)N1N=CC=2C1=NC=CC2NCC2=CC=C(C=C2)S(=O)(NCC2=CC=C(C=C2)OC)=N